[Sn](Cl)(Cl)(Cl)Cl stannum chloride